[Cl-].[Cl-].C[SiH](C)C=1C(C=CC1)([Ti](C)(C)C1C=CC=C1)C(C)(C)C dimethylsilyl-t-butyl-cyclopentadienyl-dimethyl-cyclopentadienyl-titanium dichloride